O1CC=CC2=C1C=CC=C2 (R)-benzopyran